(2S)-2-(4-(3-chlorophenyl)-3-hydroxy-3-phenylbutanamido)-N-((S)-1-oxo-3-((S)-2-oxopyrrolidin-3-yl)propan-2-yl)hexanamide ClC=1C=C(C=CC1)CC(CC(=O)N[C@H](C(=O)N[C@H](C=O)C[C@H]1C(NCC1)=O)CCCC)(C1=CC=CC=C1)O